Bromo-4,6-dichloro-8-oxa-3,5,10-triazatricyclo[7.4.0.02,7]trideca-1(9),2(7),3,5,10,12-hexaene BrC1=NC=2OC=3C(=NC(=NC3C2C=C1)Cl)Cl